ethyl 7-cyano-4-fluoro-5-isopropylbenzo[b]thiophene-2-carboxylate C(#N)C1=CC(=C(C2=C1SC(=C2)C(=O)OCC)F)C(C)C